7-(4-isoquinolinyl)-5,6,7,8-tetrahydro-3H-quinazolin-4-one C1=NC=C(C2=CC=CC=C12)C1CCC=2C(NC=NC2C1)=O